ClC1=CC(=C(COC2=CC=CC(=N2)N2[C@@H]3[C@H](N(CC2)CC2=NC4=C(N2CC=2C=NC=CC2)C=C(C=C4)C(=O)O)COC3)C=C1)F |o1:14,15| rel-2-(((4aR,7aS)-4-(6-((4-Chloro-2-fluorobenzyl)oxy)pyridin-2-yl)hexahydrofuro[3,4-b]pyrazin-1(2H)-yl)methyl)-1-(pyridin-3-ylmethyl)-1H-benzo[d]imidazole-6-carboxylic acid